[Si](C)(C)(C(C)(C)C)N(C(C(F)(F)F)=O)C N-tert-Butyldimethylsilyl-N-methyltrifluoroacetamide